NC1=NC(=C2N=CN(C2=N1)[C@H]1C[C@@H]([C@H]([C@@H]1O)COCC1=CC=CC=C1)OCC1=CC=CC=C1)OCC1=CC=CC=C1 (1S,2S,3S,5S)-5-(2-amino-6-benzyloxy-9H-purin-9-yl)-3-benzyloxy-2-benzyloxymethylcyclopentanol